3-(aminomethyl)-N-methylaniline NCC=1C=C(NC)C=CC1